C1(=CC=C(C=C1)C1=CNC2=NC=C(C=C21)C2=CC=C(CN1CC(CCC1)O)C=C2)C 1-(4-(3-(p-tolyl)-1H-pyrrolo[2,3-b]pyridin-5-yl)benzyl)piperidin-3-ol